6-bromo-5-hydroxy-1-methyl-2-[(phenylsulfanyl)methyl]-1H-indole-3-carboxylic acid ethyl ester C(C)OC(=O)C1=C(N(C2=CC(=C(C=C12)O)Br)C)CSC1=CC=CC=C1